2-fluorobenzothioate FC1=C(C([O-])=S)C=CC=C1